acryloyloxyundecyldimethoxymethylsilane C(C=C)(=O)OCCCCCCCCCCC[SiH2]C(OC)OC